N=1C=C(N2C1C=CC=C2)C(=O)NCC=2C=C(C(=O)[O-])C=CC2CCC.[Li+] lithium 3-((imidazo[1,2-a]pyridine-3-carboxamido)methyl)-4-propylbenzoate